zirconium guanidine NC(=N)N.[Zr]